(5'S,7a'R)-5'-(3,5-difluoro-phenyl)-1-(indolizine-2-carbonyl)tetrahydro-3'H-spiro[piperidine-4,2'-pyrrolo[2,1-b]oxazol]-3'-one FC=1C=C(C=C(C1)F)[C@@H]1CC[C@H]2OC3(C(N21)=O)CCN(CC3)C(=O)C=3C=C2C=CC=CN2C3